FC1=C(C(=C(C(=C1F)F)F)F)[B-](C1=C(C(=C(C(=C1F)F)F)F)F)(C1=C(C(=C(C(=C1F)F)F)F)F)C1=C(C(=C(C(=C1F)F)F)F)F.C[NH+](C1=CC=C(C=C1)CCCCCCCCCCCCCCCCCCC)CCCCCCCCCCCCCCCC N-methyl-4-nonadecyl-N-hexadecyl-anilinium [tetrakis(perfluorophenyl) borate]